O1CCN(CC1)C1=CC(=NC=N1)N[C@H](C(=O)O)CCCCCCCC1=NC=2NCCCC2C=C1 (S)-2-((6-morpholinopyrimidin-4-yl)amino)-9-(5,6,7,8-tetrahydro-1,8-naphthyridin-2-yl)nonanoic acid